1-{[(2S,3S,4S)-3-ethyl-4-fluoro-5-oxopyrrolidin-2-yl]methoxy}-7-(propan-2-yloxy)isoquinoline-6-carboxamide C(C)[C@H]1[C@H](NC([C@H]1F)=O)COC1=NC=CC2=CC(=C(C=C12)OC(C)C)C(=O)N